C(C)C1=C(C=CC(=C1)OCOCC[Si](C)(C)C)C1=CC=C2C(=NN(C2=C1F)C1OCCCC1)C=1N(C=CN1)COCC[Si](C)(C)C 6-(2-ethyl-4-((2-(trimethylsilyl)ethoxy)methoxy)phenyl)-7-fluoro-1-(tetrahydro-2H-pyran-2-yl)-3-(1-((2-(trimethylsilyl)ethoxy)methyl)-1H-imidazol-2-yl)-1H-indazole